COC(CC1CN(CC1)C(=O)OC(C)(C)C)=O tert-butyl 3-(2-methoxy-2-oxo-ethyl)pyrrolidine-1-carboxylate